BrC=1SC(=CC1)CC1=CC=CC=C1 2-Bromo-5-benzylthiophene